ClC=1C(=CC(=NC1)N1CCN(CC1)CC(F)(F)F)N 5-chloro-2-(4-(2,2,2-trifluoroethyl)piperazin-1-yl)pyridin-4-amine